N-(cis-1-(cyclopropylcarbonyl)-2-(((1-(5-fluoropyrimidin-2-yl)piperidin-4-yl)oxy)methyl)piperidine-3-yl)methanesulfonamide C1(CC1)C(=O)N1[C@H]([C@H](CCC1)NS(=O)(=O)C)COC1CCN(CC1)C1=NC=C(C=N1)F